CC1=CC(=NN1)C=1C=C2CN(C(C2=CC1)=O)C1C(NC(CC1)=O)=O 3-(5-(5-methyl-1H-pyrazol-3-yl)-1-oxoisoindolin-2-yl)piperidine-2,6-dione